FC1(CC1)C1=NC=NC(=C1C=1N=CC2=C(N1)C(=NN2COCC[Si](C)(C)C)CC2=CC=C(C=C2)C=2N(C=C(N2)C(F)(F)F)C)OC 5-(4-(1-fluorocyclopropyl)-6-methoxypyrimidin-5-yl)-3-(4-(1-methyl-4-(trifluoromethyl)-1H-imidazol-2-yl)benzyl)-1-((2-(trimethylsilyl)ethoxy)methyl)-1H-pyrazolo[4,3-d]pyrimidine